5-bromo-4-chloro-3-fluoro-2-(trifluoromethyl)pyridine BrC=1C(=C(C(=NC1)C(F)(F)F)F)Cl